FC(C(=O)O)(F)F.N1CCC(CC1)C=1OC(=NN1)C(F)(F)F 2-(piperidine-4-yl)-5-(trifluoromethyl)-1,3,4-oxadiazole trifluoroacetate salt